3-amino-2-methyl-4-(5-(trifluoromethyl)pyridin-2-yl)butanoic acid methyl ester hydrochloride Cl.COC(C(C(CC1=NC=C(C=C1)C(F)(F)F)N)C)=O